BrC=1C=C(C(=O)NC2=CC=C(C=C2)S(=O)(=O)N2CCN(CC2)C2=NC(=CC(=C2)C(F)(F)F)Cl)C=CC1 3-Bromo-N-[4-[4-[6-chloro-4-(trifluoromethyl)-2-pyridyl]piperazin-1-yl]sulfonylphenyl]benzamide